BrC(/C(=C/F)/F)(F)F Z-3-bromo-1,2,3,3-tetrafluoropropene